(R)-N-(4-((2-(1,1-difluoroethyl)-6-methylpyrimidin-4-yl)amino)-5-((1-methylpyrrolidin-3-yl)methoxy)pyridin-2-yl)acetamide FC(C)(F)C1=NC(=CC(=N1)NC1=CC(=NC=C1OC[C@H]1CN(CC1)C)NC(C)=O)C